BrC1=CC(=C(C(=C1)F)[C@H]1N([C@@H](CC2=CC(=CC=C12)O)C)CC(C)(F)F)F (1S,3R)-1-(4-Bromo-2,6-difluorophenyl)-2-(2,2-difluoropropyl)-3-methyl-1,2,3,4-tetrahydroisoquinolin-6-ol